(2-(4-(1-(benzo[d]thiazol-5-yl)ethyl)piperazin-1-yl)pyrimidin-5-yl)(imino)(methyl)-λ6-sulfanone S1C=NC2=C1C=CC(=C2)C(C)N2CCN(CC2)C2=NC=C(C=N2)S(=O)(C)=N